NCCCCCCCCNC(COC1=C2C(N(C(C2=CC=C1)=O)C1C(NC(CC1)=O)=O)=O)=O N-(8-aminooctyl)-2-[[2-(2,6-dioxopiperidin-3-yl)-1,3-dioxo-2,3-dihydro-1H-isoindol-4-yl]oxy]acetamide